NC1=NC=C(C#N)C(=C1)N[C@H]1[C@H](CCC1)OC 6-amino-4-(((cis)-2-methoxycyclopentyl)amino)nicotinonitrile